BrC1=CC=2C3=C(N(C(NC3=C1)=O)CC#N)N=CN2 2-(8-Bromo-2-oxo-1,2-dihydro-3H-pyrimido[4,5,6-de]quinazolin-3-yl)acetonitrile